OCCCCCCOC1=CC=C(C(=O)C2=CC=C(C=CC(=O)O)C=C2)C=C1.C1(=CC=CC=C1)C1=CC=CC=C1 biphenyl 4-[4-(6-hydroxy-hexyloxy)benzoyl]cinnamate